N[C@H]1[C@@H](O[C@@H]([C@H]1O)CO)N1C(=O)NC(=O)C=C1 2'-amino-deoxyuridine